COC1=C(C=C(C(=C1)I)OC)I 1,4-dimethoxy-2,5-diiodobenzene